C(C)(=O)NC1=CN(C2=CC=C(C=C12)CO[C@@H]1C[C@@H](C1)C1=CC=C(C=C1)C(F)(F)F)C(=O)OC(C)(C)C tert-Butyl 3-acetamido-5-((cis-3-(4-(trifluoromethyl)phenyl)cyclobutoxy)methyl)-1H-indole-1-carboxylate